FC=1C(=C(C(=O)N(CC)CC)C=CC1)O fluoro-N,N-diethyl-2-hydroxybenzoamide